3-cyclopentyl-5-[5-[(1R)-1-(3,5-dimethylpyridazin-4-yl)ethoxy]-1H-indazol-3-yl]benzonitrile C1(CCCC1)C=1C=C(C#N)C=C(C1)C1=NNC2=CC=C(C=C12)O[C@H](C)C1=C(N=NC=C1C)C